OCC(CO)C(C(=O)O)CCCCCCCCCCCCCC 1,3-dihydroxypropan-2-ylpalmitic acid